(3E)-11,11-dibutoxy-3-undecen-1-ol C(CCC)OC(CCCCCC/C=C/CCO)OCCCC